(3-(4-aminophenyl)-4-((2,4-dimethoxybenzyl)amino)-1H-pyrazolo[4,3-c]pyridin-1-yl)indolizin-3(2H)-one NC1=CC=C(C=C1)C1=NN(C2=C1C(=NC=C2)NCC2=C(C=C(C=C2)OC)OC)C=2CC(N1C=CC=CC21)=O